ClC1=C(C=CC=C1)C=1SC=C(N1)C1=NN=C(O1)S 5-(2-(2-chlorophenyl)thiazol-4-yl)-1,3,4-oxadiazole-2-thiol